4-(((3S,4R)-1-(tert-Butoxycarbonyl)-3-fluoropiperidin-4-yl)amino)-2-chloropyrimidine-5-carboxylic acid ethyl ester C(C)OC(=O)C=1C(=NC(=NC1)Cl)N[C@H]1[C@H](CN(CC1)C(=O)OC(C)(C)C)F